4-(Bis(4-fluorophenyl)methylene)-1-(2-(1-((4-fluorophenyl)sulfonyl)-1H-1,2,3-triazol-4-yl)ethyl)piperidine FC1=CC=C(C=C1)C(=C1CCN(CC1)CCC=1N=NN(C1)S(=O)(=O)C1=CC=C(C=C1)F)C1=CC=C(C=C1)F